C(CCCCCCCCCCCCC)(=O)[O-].[Na+] sodium tetradecanoate